OC1(C[C@H]2CC[C@@H](C1)N2)C(F)(F)F (1R,3s,5S)-3-Hydroxy-3-(trifluoromethyl)-8-azabicyclo[3.2.1]octan